OC=1C=C(C=C(C1OC)OC)C(=O)NCCC(=O)OCC ethyl 3-[(3-hydroxy-4,5-dimethoxyphenyl)formamido]propanoate